O1CCCC2=CC(=CC=C12)O Chroman-6-ol